ClC=1C=C(C=CC1)C=1N=CNC1C=1C=CC=2N(C1)C=CN2 6-(4-(3-Chlorophenyl)-1H-imidazol-5-yl)imidazo[1,2-a]pyridine